ClC1=CC(=C2C=NNC2=C1)C1(C[C@H]2C([C@H]2C1)NC(C1=CN=CC(=C1)C(F)(F)F)=O)O N-((1R,3r,5S,6r)-3-(6-chloro-1H-indazol-4-yl)-3-hydroxybicyclo[3.1.0]hexan-6-yl)-5-(trifluoromethyl)nicotinamide